The molecule is an 18-HEPE that consists of (5Z,8Z,11Z,14Z,16E)-icosapentaenoic in which the 18-hydroxy group has R-configuration. It has a role as a mouse metabolite and an anti-inflammatory agent. It is a conjugate acid of a 18(R)-HEPE(1-). It is an enantiomer of a 18(S)-HEPE. CC[C@H](/C=C/C=C\\C/C=C\\C/C=C\\C/C=C\\CCCC(=O)O)O